trans-tert-butyl (4-(5-(4-chlorophenyl)-1,3,4-oxadiazol-2-yl)cyclohexyl)carbamate ClC1=CC=C(C=C1)C1=NN=C(O1)[C@@H]1CC[C@H](CC1)NC(OC(C)(C)C)=O